1-(2-methyl-2H-indazol-5-yl)ethan-1-one CN1N=C2C=CC(=CC2=C1)C(C)=O